4-(2-cyanopropan-2-yl)-N-(2-fluoro-4-methyl-5-(2-((1-methyl-1H-pyrazol-4-yl)amino)-8,9-dihydroimidazo[1',2':1,6]pyrido[2,3-d]pyrimidin-6-yl)phenyl)picolinamide C(#N)C(C)(C)C1=CC(=NC=C1)C(=O)NC1=C(C=C(C(=C1)C1=CC2=C(N=C(N=C2)NC=2C=NN(C2)C)N2C1=NCC2)C)F